copper tris(benzotriazol-1-ylmethyl)amine N1(N=NC2=C1C=CC=C2)CN(CN2N=NC1=C2C=CC=C1)CN1N=NC2=C1C=CC=C2.[Cu]